7-bromo-2-ethyl-[1,2,4]triazolo[4,3-a]pyridin-3(2H)-one BrC1=CC=2N(C=C1)C(N(N2)CC)=O